ONC(=O)NC1=CC=C(C=C1)B(O)O 4-(N'-hydroxycarbamoylamino)phenylboronic acid